[N+](=O)([O-])C=1C=C(C=CC1N1CCCCC1)C1=CC=NO1 5-(3-Nitro-4-(piperidin-1-yl)phenyl)isoxazole